N-(3-(difluoromethyl)-1-(4-(4-(4-(2,6-dioxopiperidin-3-yl)benzyl)piperazin-1-yl)phenyl)-1H-pyrazol-4-yl)-2-(2-((2,2,2-trifluoroethyl)amino)pyridin-4-yl)oxazole-4-carboxamide FC(C1=NN(C=C1NC(=O)C=1N=C(OC1)C1=CC(=NC=C1)NCC(F)(F)F)C1=CC=C(C=C1)N1CCN(CC1)CC1=CC=C(C=C1)C1C(NC(CC1)=O)=O)F